3-[1-(2-methylpropyl)pyrrolo[3,2-c]pyridin-6-yl]-4-nitro-1-(oxan-2-yl)pyrazole CC(CN1C=CC=2C=NC(=CC21)C2=NN(C=C2[N+](=O)[O-])C2OCCCC2)C